O1C(=CC=C1)C(=O)O.C=C ethylene furanate